[Si](C1=CC=CC=C1)(C1=CC=CC=C1)(C(C)(C)C)OCC(CN1C=C(C2=CC=CC(=C12)C1=C(C2=C(N(C(=N2)C)C)C=C1C)OC)C(=O)C1=CC(=C(C(=C1)F)F)F)(F)F (1-(3-((tert-butyldiphenylsilyl)oxy)-2,2-difluoropropyl)-7-(4-methoxy-1,2,6-trimethyl-1H-benzo[d]imidazol-5-yl)-1H-indol-3-yl)(3,4,5-trifluorophenyl)methanone